FC1(CC(C1)OC1CNC1)F 3-(3,3-difluorocyclobutoxy)azetidin